dimethyl-nonatriene CC(=CC=CC=CCCC)C